ClC=1C(=CC=C2C=C(N=CC12)NC1=CC(=C2CCN(CC2=C1)C)C)F 8-Chloro-3-((2,5-dimethyl-1,2,3,4-tetrahydroisoquinolin-7-yl)amino)-7-fluoroisoquinoline